3,5,6,7-tetrahydro-2H-pyrrolo[1,2-c]imidazole-1-carboxylate C1(=C2N(CN1)CCC2)C(=O)[O-]